2,3,4,5-tetrahydro-2,5-methanopyrido[3,4-f][1,4]oxazepine-9-carbonitrile O1C2CNC(C3=C1C(=CN=C3)C#N)C2